[1-[[3-(4-Bromophenyl)-1-bicyclo[1.1.1]pentanyl]methyl]-4-piperidyl]methanol BrC1=CC=C(C=C1)C12CC(C1)(C2)CN2CCC(CC2)CO